N-(3-chlorophenyl)pyrimido[6',1':2,3]imidazo[4,5-c][2,6]naphthyridin-5-amine ClC=1C=C(C=CC1)NC1=NC2=C(C3=CN=CC=C13)N=C1N2C=NC=C1